4-bromo-3,5-dimethyl-1H-pyrrole-2-carboxylic acid ethyl ester C(C)OC(=O)C=1NC(=C(C1C)Br)C